ClC1=C(C=C(C=C1)C(CCNC1=NC(=NN1COCC[Si](C)(C)C)C1=CC=NC=C1)O)F 1-(4-chloro-3-fluorophenyl)-3-((3-(pyridin-4-yl)-1-((2-(trimethylsilyl)ethoxy)methyl)-1H-1,2,4-triazol-5-yl)amino)propan-1-ol